C(C1=CC=CC=C1)OC=1C(=CC(=NC1)OC1=C(C=C(C=C1Cl)Br)Cl)CSC 5-benzyloxy-2-(4-bromo-2,6-dichloro-phenoxy)-4-(methylsulfanyl-methyl)pyridine